di-tert-butyl ((4S)-5-(3-cyclohexyl-5-fluoro-1H-indole-2-carboxamido)-3-hydroxypentane-1,4-diyl)dicarbamate C1(CCCCC1)C1=C(NC2=CC=C(C=C12)F)C(=O)NC[C@@H](C(CCNC(OC(C)(C)C)=O)O)NC(OC(C)(C)C)=O